7-methylimidazo[1,2-a]pyridine-6-carbonitrile CC1=CC=2N(C=C1C#N)C=CN2